4,7-Dihydroxyisoflavone C1=CC(=CC=C1C2=COC3=C(C2=O)C=CC(=C3)O)O